N1=C(C=CC=C1)\C=N\C1C(CCCC1)/N=C/C1=NC=CC=C1 N,N'-bis[(E)-pyridin-2-ylmethylene]cyclohexane-1,2-diamine